(S)-(4-(7-methylpyrazolo[1,5-a]pyridin-2-yl)-6,7-dihydro-1H-imidazo[4,5-c]pyridin-5(4H)-yl)(5-(pyrazin-2-yl)-1,3,4-oxadiazol-2-yl)methanone CC1=CC=CC=2N1N=C(C2)[C@H]2N(CCC1=C2N=CN1)C(=O)C=1OC(=NN1)C1=NC=CN=C1